NC1=CC=C2CCC2=C1 4-aminobicyclo[4.2.0]octa-1,3,5-triene